C(CCCC)OC(CCCCCCC(CC)OC(C)=O)OCCCCC 10,10-dipentyloxy-3-acetyloxydecane